lithium (1+) 5-methyl-6-{2-methyl-2,7-diazaspiro[3.5]nonan-7-yl}pyridine-2-carboxylate CC=1C=CC(=NC1N1CCC2(CN(C2)C)CC1)C(=O)[O-].[Li+]